C(C1=CC=CC=C1)N1C[C@@H](CC1)NS(=O)(=O)C=1C=NC(=CC1)N1[C@@H]2CO[C@H](C1)C2 N-((R)-1-Benzylpyrrolidin-3-yl)-6-((1S,4S)-2-oxa-5-azabicyclo[2.2.1]heptan-5-yl)pyridine-3-sulfonamide